N-[2-(3-aminopropanoylamino)ethyl]-4-[[3-(2,3-difluoro-4-pyrimidin-2-yloxy-phenyl)imidazo[1,2-a]pyrazin-8-yl]amino]-2-ethyl-benzamide NCCC(=O)NCCNC(C1=C(C=C(C=C1)NC=1C=2N(C=CN1)C(=CN2)C2=C(C(=C(C=C2)OC2=NC=CC=N2)F)F)CC)=O